gamma-(2-naphthyl)-gamma-butyrolactone C1=C(C=CC2=CC=CC=C12)C1CCC(=O)O1